COCC(OCC1=C(C(=CC=C1)COC(COC)C)O)C 2,6-bis[(2-methoxy-1-methylethoxy)methyl]-phenol